CC1=CNC2=NC=CC(=C21)C=2C(=NN1C2CN(CC1)C(C=C)=O)C1=CC(=CC=C1)C(F)(F)F 1-(3-(3-methyl-1H-pyrrolo[2,3-b]pyridin-4-yl)-2-(3-(trifluoromethyl)phenyl)-6,7-dihydropyrazolo[1,5-a]pyrazin-5(4H)-yl)prop-2-en-1-one